tert-butyl (1-(exo-3-(4-(4-(4-(2-((tert-butoxycarbonyl)amino)-2-methylpropanoyl)piperazine-1-carboxamido)-2-oxopyrimidin-1(2H)-yl)benzyl)-3-azabicyclo[3.1.0]hexan-6-yl)ethyl)carbamate C(C)(C)(C)OC(=O)NC(C(=O)N1CCN(CC1)C(=O)NC1=NC(N(C=C1)C1=CC=C(CN2CC3C(C3C2)C(C)NC(OC(C)(C)C)=O)C=C1)=O)(C)C